BrC=1C=C2C(=C(C=NC2=CC1)S(=O)(=O)N1CCNCC1)NC1=C(C(=O)O)C(=CC=C1)O 2-[(6-bromo-3-piperazin-1-ylsulfonyl-4-quinolyl)amino]-6-hydroxy-benzoic acid